3-(2-((5-cyclopropyl-3-(2,6-dichlorophenyl)isoxazol-4-yl)methylene)-7-azaspiro[3.5]non-7-yl)benzonitrile C1(CC1)C1=C(C(=NO1)C1=C(C=CC=C1Cl)Cl)C=C1CC2(C1)CCN(CC2)C=2C=C(C#N)C=CC2